1,12-bis(7-benzo[c]acridinyl)dodecane C1=CC=CC=2C=CC=3C(=C4C=CC=CC4=NC3C21)CCCCCCCCCCCCC2=C1C=CC=CC1=NC=1C3=C(C=CC21)C=CC=C3